ClC=1C(=C(C=CC1F)NC1=NC=NC2=CC(=CC(=C12)O[C@@H](C)C1=NC=CC=N1)C=1C=NN(C1)C)F (S)-N-(3-chloro-2,4-difluorophenyl)-7-(1-methyl-1H-pyrazol-4-yl)-5-(1-(pyrimidin-2-yl)ethoxy)quinazolin-4-amine